ClC=1C=CC2=C(C=C(O2)C(=O)NN2CCC(CC2)CNC(=O)C=2OC3=C(C2)C=C(C=C3)Cl)C1 5-chloro-N-(4-((5-chlorobenzofuran-2-carboxamido)methyl)piperidin-1-yl)benzofuran-2-carboxamide